(S)-2-(((cyclopentyloxy)carbonyl)amino)-4-(cyclopropyl(4-(5,6,7,8-tetrahydro-1,8-naphthyridin-2-yl)butyl)amino)butanoic acid C1(CCCC1)OC(=O)N[C@H](C(=O)O)CCN(CCCCC1=NC=2NCCCC2C=C1)C1CC1